N1(CCCC1)C1=C(C=CC(=C1)C(F)(F)F)CN1CCCC12CCN(CC2)C(=O)N2N=C(C=C2)C(=O)OC(C)(C)C tert-butyl 1-[(1-[[2-(pyrrolidin-1-yl)-4-(trifluoromethyl)phenyl]methyl]-1,8-diazaspiro[4.5]decan-8-yl)carbonyl]-1H-pyrazole-3-carboxylate